1,3-cyclohexandiol C1(CC(CCC1)O)O